((3S,4S,6R)-4-(3,4-difluorophenyl)-6-(3-(dimethylamino)propyl)piperidin-3-yl)-5,6-dihydropyrazolo[1,5-d]thieno[3,2-f][1,4]oxazepin-2-carboxamide FC=1C=C(C=CC1F)[C@@H]1[C@H](CN[C@@H](C1)CCCN(C)C)C1=C(SC2=C1C=1N(CCO2)N=CC1)C(=O)N